1-(3,4-difluorophenyl)piperazine tert-butyl-1'-(4-amino-2-fluorophenyl)-[1,4'-bipiperidine]-4-carboxylate C(C)(C)(C)OC(=O)C1CCN(CC1)C1CCN(CC1)C1=C(C=C(C=C1)N)F.FC=1C=C(C=CC1F)N1CCNCC1